3-(5-(azetidin-3-ylamino)-6-fluoro-1-oxoisoindolin-2-yl)piperidine N1CC(C1)NC=1C=C2CN(C(C2=CC1F)=O)C1CNCCC1